9,9-bis(4-cyanato-3-methylphenyl)fluoreneisonicotinic acid hydrazone O(C#N)C1=C(C=C(C=C1)C1(C2=CC=CC=C2C=2C=CC=C(C12)C1=CN=CC=C1C(O)=NN)C1=CC(=C(C=C1)OC#N)C)C